methyl o-fluoro-cinnamate FC1=C(C=CC(=O)OC)C=CC=C1